methyl 2-([1,1'-biphenyl]-4-yl)-3-((4-(methoxycarbonyl)phenyl)amino)imidazo[1,2-a]pyridine-6-carboxylate C1(=CC=C(C=C1)C=1N=C2N(C=C(C=C2)C(=O)OC)C1NC1=CC=C(C=C1)C(=O)OC)C1=CC=CC=C1